1,7,7-trimethyl-3-(phenylmethylene)bicyclo[2.2.1]Heptane-2-one CC12C(C(C(CC1)C2(C)C)=CC2=CC=CC=C2)=O